3-fluoro-1-pentene FC(C=C)CC